FC=1C=C(C=C(C1OC1=CC=NC2=CC(=C(C=C12)OC)OCCNC)F)C1=NC=CC(=C1C(=O)N)OC(F)F [3,5-difluoro-4-({6-methoxy-7-[2-(methylamino)-ethoxy]quinolin-4-yl}oxy)phenyl]-4-(difluoromethoxy)pyridine-3-carboxamide